4-(4-acryloylmorpholin-3-yl)-6-chloro-[2,4'-bipyridin]-2'(1'H)-one C(C=C)(=O)N1C(COCC1)C1=CC(=NC(=C1)Cl)C1=CC(NC=C1)=O